2-(tert-butoxycarbonylamino)indane-2-carboxylic acid C(C)(C)(C)OC(=O)NC1(CC2=CC=CC=C2C1)C(=O)O